2-allyl-6-[m-(1-imidazolyl)phenylamino]-1-[6-(4-piperidyloxy)-2-pyridyl]-1,2-dihydro-3H-1,2,5,7-tetraazainden-3-one, trifluoroacetic acid salt FC(C(=O)O)(F)F.C(C=C)N1N(C2=NC(=NC=C2C1=O)NC1=CC(=CC=C1)N1C=NC=C1)C1=NC(=CC=C1)OC1CCNCC1